1,5-diaza-bicyclo(4.3.0)nonene N12C=CCNC2CCC1